ON1C(CCCC1(C)C)(C)C Hydroxy-2,2,6,6-tetramethylpiperidine